ClC=CCCl 1,3-dichloropropylene